C(C1=CC=CC=C1)OC1=C2C3=C(NC2=CC=C1)C=NC(C3COC)C(=O)OC(C)C isopropyl 5-(benzyloxy)-4-(methoxymethyl)-4,9-dihydro-3H-pyrido[3,4-b]indole-3-carboxylate